5-(2-bromo-3-oxopropyl)-2-methoxy-4-methylbenzoic acid methyl ester COC(C1=C(C=C(C(=C1)CC(C=O)Br)C)OC)=O